5,7-difluoro-4-(3,3,3-trifluoropropyl)-1H-benzo[d]imidazole-1-carboxylate FC1=C(C2=C(N(C=N2)C(=O)[O-])C(=C1)F)CCC(F)(F)F